BrC=1C=C(C=CC1)N1CCNCC1 1-(3-bromophenyl)piperazine